(S)-1-(3-((4-methyl-6-((5-(5-phenyl-1,3,4-oxadiazol-2-yl)thiazol-2-yl)amino)pyridine-2-yl)amino)piperidin-1-yl)prop-2-en-1-one CC1=CC(=NC(=C1)NC=1SC(=CN1)C=1OC(=NN1)C1=CC=CC=C1)N[C@@H]1CN(CCC1)C(C=C)=O